ClC=1C(=NC(=NC1)NC=1C=C(C=NC1)N1C(C2(CC1)CCN(CC2)C(CC2(CCN(CC2)C(=O)OC(C)(C)C)O)=O)=O)C2=CC(=CC=C2)C2=CC=CC=C2 tert-butyl 4-[2-[2-[5-[[5-chloro-4-(3-phenylphenyl)pyrimidin-2-yl]amino]-3-pyridyl]-1-oxo-2,8-diazaspiro[4.5]decan-8-yl]-2-oxo-ethyl]-4-hydroxy-piperidine-1-carboxylate